C(C)OC(CCP(=O)(OC)OC1=CC(=CC(=C1C1C(CCC(=C1)C)C(=C)C)OP(=O)(OC)CCC(=O)OCC)CCCCC)=O ethyl 3-(((6-(((3-ethoxy-3-oxopropyl)(methoxy)phosphoryl)oxy)-5'-methyl-4-pentyl-2'-(prop-1-en-2-yl)-1',2',3',4'-tetrahydro-[1,1'-biphenyl]-2-yl)oxy)(methoxy)phosphoryl)propanoate